2-(5-methyl-1,2-dihydropyridazin-4-yl)pyrimidine CC=1C(=CNNC1)C1=NC=CC=N1